1-[3-[(1s)-1-hydroxyethyl]-6-(4,4,5,5-tetramethyl-1,3,2-dioxaborolan-2-yl)pyridin-2-yl]-5-methylpyrazole-3-carbonitrile O[C@@H](C)C=1C(=NC(=CC1)B1OC(C(O1)(C)C)(C)C)N1N=C(C=C1C)C#N